4-hydroxy-6-methyl-5-(5-methyl-furan-2-yl)pyridine-3-carboxamide OC1=C(C=NC(=C1C=1OC(=CC1)C)C)C(=O)N